ClC1=C(N=C(C=2C(N3[C@@H](COC21)CNCC3)=O)N3CC2=NOC=C2C3C)C3=C(C=CC=C3)F (6aR)-4-chloro-3-(2-fluorophenyl)-1-(4-methyl-4H-pyrrolo[3,4-c]isoxazol-5(6H)-yl)-6,6a,7,8,9,10-hexahydro-12H-pyrazino[2,1-c]pyrido[3,4-f][1,4]oxazepin-12-one